ClC1=CC2=C(N=C(S2)NCC(=O)NCCCC)C=C1 2-[(6-chloro-2-benzo[d]thiazolyl)amino]-N-butylacetamide